butyl 4-((1R,2S)-2-(2-hydroxy ethyl)cyclopropyl)piperidine-1-carboxylate OCC[C@H]1[C@H](C1)C1CCN(CC1)C(=O)OCCCC